5-[(3S)-3-(4-chlorophenyl)-4-[(R)-1-(4-chlorophenyl)ethyl]-2,5-dioxo-7-phenyl-1,4-diazepin-1-yl]valeric acid ClC1=CC=C(C=C1)[C@H]1C(N(C(=CC(N1[C@H](C)C1=CC=C(C=C1)Cl)=O)C1=CC=CC=C1)CCCCC(=O)O)=O